ClC=1C=CC(=C2C=CC(=NC12)NC1=CC2=C(OC(O2)(F)F)C=C1)OC 8-chloro-N-(2,2-difluorobenzo[d][1,3]dioxol-5-yl)-5-methoxyquinolin-2-amine